methyl-4-bromo-1-indenone CC=1C(C2=CC=CC(=C2C1)Br)=O